C(=O)(O)C1=CC(=C(C(=O)[O-])C=C1)C1=C2C=C3C(=CC(NC3=CC2=[O+]C2=C1C=C1C(=CC(NC1=C2)(C)C)C)(C)C)C 4-Carboxy-2-(2,2,4,8,10,10-hexamethyl-1,2,10,11-tetrahydropyrano[3,2-g:5,6-g']diquinolin-13-ium-6-yl)-benzoate